ClC1=NC(=C2N=CN(C2=N1)CCCCC(=O)NO)OCCC 5-(2-chloro-6-propoxy-9H-purin-9-yl)-N-hydroxypentanamide